6-((2-acetamidopyrimidin-5-yl)methyl)-N-(3-fluoro-5-(trifluoromethyl)phenyl)-4,5,6,7-tetrahydrothieno[2,3-c]pyridine-3-carboxamide C(C)(=O)NC1=NC=C(C=N1)CN1CC2=C(CC1)C(=CS2)C(=O)NC2=CC(=CC(=C2)C(F)(F)F)F